6-(3,5-Bis(trifluoromethyl)benzylamino)-9-β-D-arabinofuranosylpurin FC(C=1C=C(CNC2=C3N=CN(C3=NC=N2)[C@H]2[C@@H](O)[C@H](O)[C@H](O2)CO)C=C(C1)C(F)(F)F)(F)F